7-bromo-1-methyl-1H-indazole-3-carbaldehyde BrC=1C=CC=C2C(=NN(C12)C)C=O